(3S)-1-{3-[(3aR)-octahydrocyclopenta[b]pyrrole-1-carbonyl]-5-(4-methyl-1H-1,3-benzodiazol-2-yl)pyridin-4-yl}-3-methylpyrrolidin-3-amine N1(C2[C@@H](CC1)CCC2)C(=O)C=2C=NC=C(C2N2C[C@](CC2)(N)C)C2=NC1=C(N2)C=CC=C1C